(S)-N'-((2-cyclopropyl-3-methyl-6,7-dihydro-5H-cyclopenta[b]pyridin-4-yl)carbamoyl)-1-(difluoromethyl)-1H-pyrazole-3-sulfonimidamide C1(CC1)C1=C(C(=C2C(=N1)CCC2)NC(=O)N=[S@@](=O)(N)C2=NN(C=C2)C(F)F)C